tetramethyldisilylene(benz[e]inden-3-yl)(3-butyl-cyclopentadienyl)hafnium dichloride [Cl-].[Cl-].C[Hf](C1C=C(C=C1)CCCC)(C1C=CC=2C3=C(C=CC12)C=CC=C3)(=[SiH2])(=[SiH2])(C)(C)C